tert-butyl (2-fluoro-3-(((2-hydroxy-4-(pyrimidin-2-yloxy)benzyl)amino)methyl)phenyl)carbamate FC1=C(C=CC=C1CNCC1=C(C=C(C=C1)OC1=NC=CC=N1)O)NC(OC(C)(C)C)=O